2-acetyl-4-methylthiazol C(C)(=O)C=1SC=C(N1)C